C[N-]C N,N-Dimethyl-amid